7-cyclopentyl-2-((5-(4-((5-(2,4-dioxotetrahydropyrimidin-1(2H)-yl)-3-fluoropyridin-2-yl)methyl)piperazin-1-yl)pyridin-2-yl)amino)-N,N-dimethyl-7H-pyrrolo[2,3-d]pyrimidine-6-carboxamide C1(CCCC1)N1C(=CC2=C1N=C(N=C2)NC2=NC=C(C=C2)N2CCN(CC2)CC2=NC=C(C=C2F)N2C(NC(CC2)=O)=O)C(=O)N(C)C